COC=1C=C2CCN(CC2=CC1)CCN(C)C 2-(6-methoxy-3,4-dihydroisoquinolin-2(1H)-yl)-N,N-dimethylethan-1-amine